(R)-2-(dimethylamino)-1-(4-(6-isopropyl-5-(8-methyl-[1,2,4]triazolo[1,5-a]pyridin-6-yl)-4H-pyrrolo[3,2-d]thiazol-2-yl)-3-methylpiperazin-1-yl)ethan-1-one CN(CC(=O)N1C[C@H](N(CC1)C=1SC2=C(N1)C(=C(N2)C=2C=C(C=1N(C2)N=CN1)C)C(C)C)C)C